2-chloro-N,N-dimethyl-4-(1-(1-(2-methyl-2-phenylpropanoyl)piperidin-4-yl)azetidin-3-ylamino)benzamide ClC1=C(C(=O)N(C)C)C=CC(=C1)NC1CN(C1)C1CCN(CC1)C(C(C)(C1=CC=CC=C1)C)=O